(S,E)-3-((3-(2-(2-(4-(azetidin-1-yl)-N-methylbut-2-enamido)propanamido)ethyl)phenyl)amino)-6-ethyl-5-methylpyrazine-2-carboxamide N1(CCC1)C/C=C/C(=O)N(C)[C@H](C(=O)NCCC=1C=C(C=CC1)NC=1C(=NC(=C(N1)C)CC)C(=O)N)C